6-(7-(1H-imidazol-2-yl)imidazo[1,2-a]pyridin-3-yl)-N-((3S,4S)-4-fluoropyrrolidin-3-yl)pyridin-2-amine N1C(=NC=C1)C1=CC=2N(C=C1)C(=CN2)C2=CC=CC(=N2)N[C@H]2CNC[C@@H]2F